[Si](C)(C)(C(C)(C)C)OCC(OCCOCCO[Si](C(C)(C)C)(C)C)CO 11-(((tert-butyldimethylsilyl)oxy)methyl)-2,2,3,3-tetramethyl-4,7,10-trioxa-3-siladodecan-12-ol